ClC1=NC=C2N=CN(C2=N1)CC#C 2-chloro-(prop-2-yn-1-yl)-9H-purine